C[C@@]1(N(CCC1)CC1=C(C=C2C(=CN(C2=C1)CC1=CC=CC=C1)CC=1C(=C(C=CC1)C1=CC=C(C=C1)OC(F)(F)F)C)O)C(=O)O methyl-((1-benzyl-5-hydroxy-3-((2-methyl-4'-(trifluoromethoxy)-[1,1'-biphenyl]-3-yl)methyl)-1H-indol-6-yl)methyl)-L-proline